((1R,2S,4S)-7-oxabicyclo[2.2.1]heptan-2-yl)((5S,7S)-7-fluoro-5-phenyl-6,7-dihydro-5H-pyrrolo[1,2-b][1,2,4]triazol-2-yl)methanone [C@H]12[C@H](C[C@H](CC1)O2)C(=O)C=2N=C1N(N2)[C@@H](C[C@@H]1F)C1=CC=CC=C1